[2-(5-Chloropyridin-2-yl)-5-(2,6-difluoro-4-methoxyphenyl)-1-methyl-3-oxo-2,3-dihydro-1H-pyrazol-4-yl]-4-(difluoromethoxy)benzamide ClC=1C=CC(=NC1)N1N(C(=C(C1=O)C1=C(C(=O)N)C=CC(=C1)OC(F)F)C1=C(C=C(C=C1F)OC)F)C